(S)-2,3-dibromo-5-(2-(methoxymethyl)pyrrolidin-1-yl)-6-methylpyridine BrC1=NC(=C(C=C1Br)N1[C@@H](CCC1)COC)C